Methyl (S)-4-(2-((R or S)-2,2-difluorocyclopropyl)-3,5-difluorophenyl)-2-methyl-5-oxo-1,4,5,7-tetrahydrofuro[3,4-b]pyridine-3-carboxylate FC1([C@H](C1)C1=C(C=C(C=C1F)F)[C@@H]1C2=C(NC(=C1C(=O)OC)C)COC2=O)F |o1:2|